2',2'-(pyridin-2,6-diyl)bis(5-methyl-3-((3r,5r,7r)-3,5,7-trimethyladamantan-1-yl)-[1,1'-biphenyl]-2-ol) N1=C(C=CC=C1C1C2(C[C@@]3(C[C@](CC1(C3)C)(C2)C)C)C2=C(C(=CC(=C2)C)C2=CC=CC=C2)O)C2=C(C=CC=C2)C=2C(=C(C=C(C2)C)C23CC1(CC(CC(C2)(C1)C)(C3)C)C)O